2-({3-[2-(4-chloro-3-fluorophenoxy)acetamido]bicyclo[1.1.1]pentane-1-carbonyl}amino)-1,3-thiazole-4-carboxylic acid ethyl ester C(C)OC(=O)C=1N=C(SC1)NC(=O)C12CC(C1)(C2)NC(COC2=CC(=C(C=C2)Cl)F)=O